N-(6-(cyclopropylmethoxy)-2,2-dimethyl-2,3-dihydrobenzofuran-5-yl)pyrazolo[1,5-a]pyrimidine-3-carboxamide C1(CC1)COC1=CC2=C(CC(O2)(C)C)C=C1NC(=O)C=1C=NN2C1N=CC=C2